FC=1C=C(C=CC1)N1CCC2=C1N=C(N=C2C2COCC2)N2CCOCC2 4-(7-(3-fluorophenyl)-4-(tetrahydro-furan-3-yl)-6,7-dihydro-5H-pyrrolo[2,3-d]pyrimidin-2-yl)morpholine